cyclopropyl-(5-(3-isopropyl-5-(methylsulfonyl)phenyl)-1H-pyrrolo[2,3-b]pyridin-3-yl)methanone (E)-Ethyl-2-methyl-3-(6-(trifluoromethyl)pyridin-3-yl)acrylate C(C)OC(\C(=C\C=1C=NC(=CC1)C(F)(F)F)\C)=O.C1(CC1)C(=O)C1=CNC2=NC=C(C=C21)C2=CC(=CC(=C2)S(=O)(=O)C)C(C)C